OC1([C@@H](CN(C[C@@H]1C)C=1C=C2C(=CC=NC2=CC1)C(=O)OC(C)(C)C)C)C tert-butyl 6-((3R,4s,5S)-4-hydroxy-3,4,5-trimethylpiperidin-1-yl)quinoline-4-carboxylate